CC1=C(C(=CC=C1)C)C1=C(N=C(C=2NC3=CC=CC=C3C21)CCC2=CC=C(C=C2)C(=O)N2CCN(CC2)C)C(=O)N 2,6-dimethylphenyl-1-(4-(4-methylpiperazine-1-carbonyl)phenethyl)-9H-pyrido[3,4-b]indol-3-amide